CC1=NC(=NC=2N([C@H](C(NC12)=O)C)C)NCC=1C=NN(C1)C1CCN(CC1)C(=O)OC(C)C isopropyl (7S)-4-(4-(((4,7,8-trimethyl-6-oxo-5,6,7,8-tetrahydropteridin-2-yl)amino)methyl)-1H-pyrazol-1-yl)piperidine-1-carboxylate